cyclopropyl-[4-(trifluoromethyl)-2-pyridinyl]methanone oxime C1(CC1)C(=NO)C1=NC=CC(=C1)C(F)(F)F